ClC1=NC(=CC=2N=C(N=C(C21)O)SC)Cl 5,7-dichloro-2-(methylthio)pyrido[4,3-d]pyrimidin-4-ol